ethyl 4-iodo-2-(2-methoxy-4-pyridyl)oxazole-5-carboxylate IC=1N=C(OC1C(=O)OCC)C1=CC(=NC=C1)OC